4-(2,6-Dimethoxyphenyl)-5-(6-methoxypyridin-2-yl)-N-((pyridin-2-ylmethyl)sulfonyl)-4H-1,2,4-triazole-3-carboxamide COC1=C(C(=CC=C1)OC)N1C(=NN=C1C1=NC(=CC=C1)OC)C(=O)NS(=O)(=O)CC1=NC=CC=C1